C(C)O[Si](OCC)(OCC)CCCCCCSSSSCCCCCC[Si](OCC)(OCC)OCC bis(3-(triethoxysilylpropyl) propyl) tetrasulfide